C1[C@@H]([C@H]2C3=C4[C@@H]([C@H](CC(=O)C4=C(C=C3)O)O)C5=C2C(=C(C=C5)O)C1=O)O The molecule is an organic polycyclic compound that is 1,2,6b,7,8,12b-hexahydroperylene-3,9-dione which is substituted at positions 1, 4, 7, and 10 by hydroxy groups (the all-S isomer). It has a role as an antifungal agent and a fungal metabolite. It is an organic polycyclic compound, an aromatic ketone, a secondary alcohol and a member of phenols.